O=C1NC(CCC1N1C(N(C2=C1C=CC=C2N2CCN(CC2)C2CN(C2)C2CCN(CC2)C(=O)OC(C)(C)C)C)=O)=O tert-butyl 4-(3-{4-[1-(2,6-dioxopiperidin-3-yl)-3-methyl-2-oxo-1,3-benzodiazol-4-yl]piperazin-1-yl}azetidin-1-yl)piperidine-1-carboxylate